propane-1-sulfonic acid {1-[4-(benzothiazol-2-yloxy)-benzyl]-piperidin-4-yl}-amide S1C(=NC2=C1C=CC=C2)OC2=CC=C(CN1CCC(CC1)NS(=O)(=O)CCC)C=C2